C1[C@H](C(=O)N[C@@H]1COC2=CC=C(C=C2)C3=CC=C(C=C3)C(=N)N)CC(=O)O The molecule is a pyrrolidinone that is pyrrolidin-2-one which is substituted at positions 3 and 5 by carboxymethyl and hydroxymethyl groups, respectively, and in which the hydrogen of the resulting alcoholic hydroxy group is replaced by a 4'-carbamimidoylbiphenyl-4-yl group (the S,S-diastereoisomer). A figrinogen receptor antagonist. It has a role as a platelet glycoprotein-IIb/IIIa receptor antagonist. It is a monocarboxylic acid, a carboxamidine and a member of pyrrolidin-2-ones.